potassium thiadiazole-bis(thiolate) S1N=NC(=C1[S-])[S-].[K+].[K+]